4,5-difluoro-2-((4-fluoro-2-methylphenyl)amino)-N-(6-methoxy-2-methylpyridin-3-yl)benzamide FC1=CC(=C(C(=O)NC=2C(=NC(=CC2)OC)C)C=C1F)NC1=C(C=C(C=C1)F)C